N-Methyl-N-(4'-(trifluoromethyl)-[1,1'-biphenyl]-3-yl)-[1,2,4]triazolo[4,3-a]quinazolin-5-amine CN(C1=NC=2N(C3=CC=CC=C13)C=NN2)C=2C=C(C=CC2)C2=CC=C(C=C2)C(F)(F)F